N[C@@H](CCN([C@H](C(C)(C)C)C=1N(C=C(C1)C1=C(C=CC(=C1)F)F)CC1=CC=CC=C1)C(CO)=O)C(NCCNC(CNC(CCCC(=O)NCCCC[C@H](N)C(=O)O)=O)=O)=O N6-{(3R,7S)-7-Amino-3-[1-benzyl-4-(2,5-difluorophenyl)-1H-pyrrol-2-yl]-4-glycoloyl-2,2-dimethyl-8,13,16,20-tetraoxo-4,9,12,15-tetraazaicosan-20-yl}-L-lysine